hexahydro-1H-furo[3,4-c]Pyrrole C1OCC2C1CNC2